(S)-8-(4-((4-(difluoromethyl)pyridin-2-yl)oxy)-3,3-difluoropyrrolidin-1-yl)-6-(2,4-dimethoxypyrimidin-5-yl)imidazo[1,2-b]pyridazine FC(C1=CC(=NC=C1)O[C@@H]1C(CN(C1)C=1C=2N(N=C(C1)C=1C(=NC(=NC1)OC)OC)C=CN2)(F)F)F